FC=1C=C(C=C(C1C1=C(N=C2N1C=C(N=C2)C2=CC(=CC=C2)S(F)(F)(F)(F)F)C(C)C)F)O 3,5-difluoro-4-[2-(propan-2-yl)-6-[3-(pentafluorosulfanyl)phenyl]imidazo[1,2-a]pyrazin-3-yl]phenol